N-(4-((3-(4,4-Difluoropiperidin-1-yl)-5-methylphenyl)thio)-5-(6-azaspiro[2.5]octan-6-yl)quinazolin-7-yl)-2-hydroxy-ethane-1-sulfonamide FC1(CCN(CC1)C=1C=C(C=C(C1)C)SC1=NC=NC2=CC(=CC(=C12)N1CCC2(CC2)CC1)NS(=O)(=O)CCO)F